Cl.N1C[C@@H](CC1)C=O ((R)-pyrrolidin-3-yl)methanone hydrochloride